N-(3-(3'-chloro-5-((3-hydroxyazetidin-1-yl)methyl)-6-methoxy-[2,4'-bipyridin]-2'-yl)-2-methylphenyl)-5-(((oxetan-2-ylmethyl)amino)methyl)picolinamide ClC=1C(=NC=CC1C1=NC(=C(C=C1)CN1CC(C1)O)OC)C=1C(=C(C=CC1)NC(C1=NC=C(C=C1)CNCC1OCC1)=O)C